ClC1=C(C(=O)O)C=C(C=N1)Cl 2,5-dichloro-nicotinic acid